2-[[5-(trifluoromethyl)-1H-imidazol-4-yl]methyl]-2,6-diazaspiro[3.3]heptane FC(C1=C(N=CN1)CN1CC2(C1)CNC2)(F)F